tert-butyl 2-(4-((tert-butoxycarbonyl)amino)-5-cyano-1H-pyrrolo[2,3-b]pyridin-1-yl)acetate C(C)(C)(C)OC(=O)NC1=C2C(=NC=C1C#N)N(C=C2)CC(=O)OC(C)(C)C